6-chloro-2-thioxo-2,3-dihydroquinazolin-4(1H)-one ClC=1C=C2C(NC(NC2=CC1)=S)=O